4-[3-(2-aminothiazole-4-yl)phenyl]cyclohexanone NC=1SC=C(N1)C=1C=C(C=CC1)C1CCC(CC1)=O